C[Si](C1=C(C=CC=C1)C(=C)C)(OCCCC)C dimethylbutoxy(2-isopropenylphenyl)silane